COC1=CC=C(C=N1)C1=CC=2C3=C(C=NC2C=C1)N(C(N3C3=CC(=C(C=C3)N3CCNCC3)C(F)(F)F)=O)C 1,3-Dihydro-8-(6-methoxy-3-pyridinyl)-3-methyl-1-[4-(1-piperazinyl)-3-(trifluoromethyl)phenyl]-2H-imidazo[4,5-c]quinolin-2-one